5-Bromo-2-cyclopropyl-1-methyl-1H-imidazole-4-carboxylic acid tert-butyl ester C(C)(C)(C)OC(=O)C=1N=C(N(C1Br)C)C1CC1